N-[(1H-benzimidazol-2-yl)methyl]-8-(3-fluorophenyl)-2-(methanesulfonyl)pyrazolo[1,5-a][1,3,5]triazin-4-amine N1C(=NC2=C1C=CC=C2)CNC2=NC(=NC=1N2N=CC1C1=CC(=CC=C1)F)S(=O)(=O)C